NC1=CC2=C(N(C(N2C)=O)C=2C(=NC(=CC2)OCC2=CC=CC=C2)OCC2=CC=CC=C2)C=C1 5-Amino-1-(2,6-bis(benzyloxy)pyridin-3-yl)-3-methyl-1H-benzo[d]imidazol-2(3H)-one